ClC1=C(C=CC(=C1Cl)C1=C(N=C(S1)C(=O)NN)C(=O)N1CCC(CC1)F)S(=O)(=O)N[C@H](C(F)(F)F)CC (S)-2,3-dichloro-4-(4-(4-fluoropiperidine-1-carbonyl)-2-(hydrazinecarbonyl)thiazol-5-yl)-N-(1,1,1-trifluorobut-2-yl)benzenesulfonamide